BrC1=NC=C(C(=C1)C1=C(C=NC(=C1)C)C(=O)NC=1SC(=NN1)OCC1CCC(CC1)O)OC 2'-Bromo-N-(5-(((1r,4r)-4-hydroxycyclohexyl)methoxy)-1,3,4-thiadiazol-2-yl)-5'-methoxy-6-methyl-(4,4'-bipyridine)-3-carboxamide